2-hydroxy-N,N-bis(2-hydroxyethyl)ethan-1-aminium 2-hydroxybenzoate OC1=C(C(=O)[O-])C=CC=C1.OCC[NH+](CCO)CCO